CN(C)CC1=CN=CN1C1=CC=C(C(=N1)OC)NC(=O)C=1C(=NOC1C)C1=CC=CC=C1 N-[6-[5-[(Dimethylamino)methyl]imidazol-1-yl]-2-methoxy-3-pyridyl]-5-methyl-3-phenyl-isoxazole-4-carboxamide